CN1N=C(N=N1)COCC1=C(C(=O)O)C=CC(=N1)C(F)(F)F 2-(((2-methyl-2H-tetrazol-5-yl)methoxy)methyl)-6-(trifluoromethyl)nicotinic acid